COC1=C(N=C2C(=N1)NC(S2)=S)C2=CC1=CN(N=C1C=C2)C 5-methoxy-6-(2-methyl-2H-indazol-5-yl)thiazolo[4,5-b]pyrazin-2(3H)-thione